FC(F)(F)SCCBr bromoethyl (trifluoromethyl) sulfide